(3R)-3-((3-(4-amino-8-(azetidin-2-yl)pyrido[3,2-d]pyrimidin-6-yl-2-d)phenyl)ethynyl)-3-hydroxy-1-methylpyrrolidin-2-one trifluoroacetate salt FC(C(=O)O)(F)F.NC=1C2=C(N=C(N1)[2H])C(=CC(=N2)C=2C=C(C=CC2)C#C[C@]2(C(N(CC2)C)=O)O)C2NCC2